CN(CCC1=CNC2=CC=C(C=C12)CS(=O)(=O)N1CCCC1)C N,N-dimethyl-2-[5-(pyrrolidin-1-ylsulfonylmethyl)-1H-indol-3-yl]-ethanamine